P(=O)(OCCCC)(OCCCC)OCCCC Tri-Butyl Phosphate